CP(C1=C2N=CC=NC2=CC=C1NC=1C2=C(N=C(N1)NC=1C=C(C(=C3CCCOC13)N1CCOCC1)C)NC=C2)(C)=O dimethyl-(6-((2-((6-methyl-5-morpholino-chroman-8-yl)amino)-7H-pyrrolo[2,3-d]pyrimidin-4-yl)amino)quinoxalin-5-yl)phosphine oxide